ethyl 2-(2-cyano-4-isopropyl-7-oxo-thieno[2,3-d]pyridazin-6-yl)acetate C(#N)C1=CC2=C(C(N(N=C2C(C)C)CC(=O)OCC)=O)S1